2,7-dimethyl-tetrahydroanthraquinonedodecanoic acid-ethyl ester C(C)OC(CCCCCCCCCCCC1C(CCC=2C(C3=CC=C(C=C3C(C12)=O)C)=O)C)=O